ClC1=C(C=CC=C1F)N1CCC(CC1)OC[C@@H]1N(CCC[C@@H]1NS(=O)(=O)C)C(=O)C1CC1 N-(cis-2-(((1-(2-chloro-3-fluorophenyl)piperidin-4-yl)oxy)methyl)-1-(cyclopropylcarbonyl)piperidin-3-yl)methanesulfonamide